(S)-3-methyl-N-(1-methyl-6-((5-(trifluoromethyl)pyridin-2-yl)oxy)-1H-benzo[d]imidazol-4-yl)-2-oxoimidazolidine-4-carboxamide CN1C(NC[C@H]1C(=O)NC1=CC(=CC=2N(C=NC21)C)OC2=NC=C(C=C2)C(F)(F)F)=O